(2,2'-bipyridine) iridium (III) (hexafluorophosphate) salt F[P-](F)(F)(F)(F)F.[Ir+3].N1=C(C=CC=C1)C1=NC=CC=C1.F[P-](F)(F)(F)(F)F.F[P-](F)(F)(F)(F)F